C(C1=CC=CC=C1)NC(\C(=C\C1=CNC2=NC=C(C=C21)Cl)\C#N)=O (E)-N-benzyl-3-(5-chloro-1H-pyrrolo[2,3-b]pyridin-3-yl)-2-cyanoacrylamide